(R)-7-fluoro-3'-(tetrahydro-2H-pyran-4-yl)-2,3,5',8'-tetrahydro-1'H-spiro[indene-1,7'-pyrido[2,3-d]pyrimidine]-2',4'(3'H,6'H)-dione FC=1C=CC=C2CC[C@@]3(CCC4=C(NC(N(C4=O)C4CCOCC4)=O)N3)C12